2-(tert-butyl)-1'-(8-methyl-3-(methylsulfanyl)quinoline-6-carbonyl)-5H-spiro[benzo[d]thiazol-6,4'-piperidin]-4(7H)-one C(C)(C)(C)C=1SC2=C(N1)C(CC1(CCN(CC1)C(=O)C=1C=C3C=C(C=NC3=C(C1)C)SC)C2)=O